3-(2,6-Difluoropyridin-4-yl)-7-ethoxy-6-(4-fluoropiperidin-4-yl)imidazo[1,2-a]pyridine hydrogen chloride Cl.FC1=NC(=CC(=C1)C1=CN=C2N1C=C(C(=C2)OCC)C2(CCNCC2)F)F